NC=1C=C(C=C(C1)C(F)(F)F)[C@@H](C)NC=1C2=C(N=C(N1)C)C=NC(=C2)P(=O)(C)C N-[(1R)-1-[3-amino-5-(trifluoromethyl)phenyl]ethyl]-6-dimethylphosphoryl-2-methyl-pyrido[3,4-d]pyrimidin-4-amine